N-(4-(4-amino-7-bromo-3-(4-((4-methylpyrimidin-2-yl)oxy)phenyl)thieno[3,2-c]pyridin-2-yl)-2-(trifluoromethyl)phenyl)methacrylamide NC1=NC=C(C2=C1C(=C(S2)C2=CC(=C(C=C2)NC(C(=C)C)=O)C(F)(F)F)C2=CC=C(C=C2)OC2=NC=CC(=N2)C)Br